2-(cyclopropanecarbonylamino)-N-(cyclopropylmethyl)-4,5,6,7-tetrahydrobenzothiophene-3-carboxamide C1(CC1)C(=O)NC=1SC2=C(C1C(=O)NCC1CC1)CCCC2